[Si](C)(C)(C(C)(C)C)O[C@H]1CN(C[C@@H](C1)NC=1C2=C(N=CN1)N(C=C2)C(C2=CC=CC=C2)(C2=CC=CC=C2)C2=CC=CC=C2)C(=O)OC(C)(C)C (3R,5R)-tert-Butyl 3-((tert-butyldimethylsilyl)oxy)-5-((7-trityl-7H-pyrrolo[2,3-d]pyrimidin-4-yl)amino)piperidine-1-carboxylate